C(#N)OC1=CC=C(C=C1)C(CC)(CCCCC)C1=CC=C(C=C1)OC#N 3,3-bis(4-cyanooxyphenyl)octane